((2-aminoethyl)imino)dimethyl-λ6-sulfanone NCCN=S(=O)(C)C